methyl 6-(1-(adamantan-1-ylmethyl)-5-methyl-1H-pyrazol-4-yl)-3-(6-(benzo[d]thiazol-2-ylamino) pyridin-3-yl)-2-oxo-2,3-dihydrooxazolo[4,5-b]pyridine-7-carboxylate C12(CC3CC(CC(C1)C3)C2)CN2N=CC(=C2C)C=2C(=C3C(=NC2)N(C(O3)=O)C=3C=NC(=CC3)NC=3SC2=C(N3)C=CC=C2)C(=O)OC